FC1=C(C(=O)NC2CC3(C2)CCNCC3)C=C(C=C1)C 2-fluoro-5-methyl-N-(7-azaspiro[3.5]non-2-yl)benzamide